ClC1=C(C=O)C(=CC=C1)OC 2-CHLORO-6-METHOXYBENZALDEHYDE